FC(C1=[N+](C=CC=C1)[O-])(F)F.S1C=2N(C=C1)C=C(N2)C=2C=C(C=CC2OC2=CC=C(C=C2)C(F)(F)F)S(=O)(=O)NC 3-(imidazo[2,1-b][1,3]thiazol-6-yl)-N-methyl-4-[4-(trifluoromethyl)phenoxy]benzene-1-sulfonamide 2-(trifluoromethyl)pyridin-1-ium-1-olate